N1(N=CC=C1)C=1C=CC(=C2C=NN(C12)COCC[Si](C)(C)C)C1=CN=C(N=N1)OC1C[C@@H]2COC[C@H](C1)N2C(=O)OC(C)(C)C tert-butyl (1S,5R)-7-[[6-[7-pyrazol-1-yl-1-(2-trimethylsilylethoxy-methyl)indazol-4-yl]-1,2,4-triazin-3-yl]oxy]-3-oxa-9-azabicyclo[3.3.1]-nonane-9-carboxylate